(2R,3R,4S,5S,6R)-2-(benzyloxy)-6-((((2S,3R,4R)-3,4-dihydroxy-4-(hydroxymethyl)tetrahydrofuran-2-yl)oxy)methyl)tetrahydro-2H-pyran-3,4,5-triol C(C1=CC=CC=C1)O[C@@H]1O[C@@H]([C@H]([C@@H]([C@H]1O)O)O)CO[C@H]1OC[C@@]([C@H]1O)(CO)O